C(C)(C)(C)C1=C(C(=CC(=C1)C)C(C1=CC(=CC(=C1)C)C(C)(C)C)O)OC(C=C)=O 2-t-butyl-6-(3'-t-butyl-5'-methyl-hydroxybenzyl)-4-methylphenylacrylate